3-(2-methylpyridin-4-yl)-N-((3R,4R)-4-phenyltetrahydrofuran-3-yl)-1H-pyrazolo[3,4-b]pyridine-5-amide CC1=NC=CC(=C1)C1=NNC2=NC=C(C=C21)C(=O)N[C@H]2COC[C@@H]2C2=CC=CC=C2